C(=O)O.CN1N=NC2=C1C=CC(=C2C)C(CC(=O)O)C2=CC(=C(C=C2)C)CN2CC(OC1=C(C2)C=CC=C1)COC 3-(1,4-Dimethyl-1H-benzo[d][1,2,3]triazol-5-yl)-3-(3-((2-(methoxymethyl)-2,3-dihydrobenzo[f][1,4]oxazepin-4(5H)-yl)methyl)-4-methylphenyl)propanoic acid, formic acid salt